1-[1-[[4-(4-chlorophenyl)phenyl]methyl]-4-(cyanomethyl)-4-piperidyl]-3-(cyclopropanecarbonylamino)pyrazole-4-carboxamide ClC1=CC=C(C=C1)C1=CC=C(C=C1)CN1CCC(CC1)(CC#N)N1N=C(C(=C1)C(=O)N)NC(=O)C1CC1